ClC1=CC(=C(C(=N1)N)[N+](=O)[O-])N(CC1(CCCC1)COC)CC 6-Chloro-N4-ethyl-N4-{[1-(methoxymethyl)cyclopentyl]methyl}-3-nitropyridin-2,4-diamine